N#[Al] azanylidynealumane